C1(CC1)C1=C(C=C2CCNCC2=C1)NC1=NC=C(C(=N1)C=1SC=C(C1)S(=O)(=O)CCOC)C(F)(F)F 7-cyclopropyl-N-(4-(4-((2-methoxyethyl)sulfonyl)thiophen-2-yl)-5-(trifluoromethyl)pyrimidin-2-yl)-1,2,3,4-tetrahydroisoquinolin-6-amine